ClC=1C(=NC(=CC1)C)C(=O)NCC1[C@@H]2CN(C[C@H]12)C1=NC=C(C=C1)C=1C=2N(C=C(C1)C=1C=NN(C1)C)N=CC2C#N 3-chloro-N-(((1R,5S,6s)-3-(5-(3-cyano-6-(1-methyl-1H-pyrazol-4-yl)pyrazolo[1,5-a]pyridin-4-yl)pyridin-2-yl)-3-azabicyclo[3.1.0]hexane-6-yl)methyl)-6-methylpyridinamide